FC(OC=1C=CC(=NC1)/C(=C/C=1N=CSC1)/C)(F)F (E)-4-(2-(5-(trifluoromethoxy)pyridin-2-yl)prop-1-en-1-yl)thiazol